ClC1=NN2C(C(=N1)NC1CCCC1)=CC=C2C[C@H]2O[C@@H]([C@H]([C@H]2O)O)CO (2R,3R,4S,5R)-2-((2-chloro-4-(cyclopentylamino)pyrrolo[2,1-F][1,2,4]triazin-7-yl)methyl)-5-(hydroxymethyl)tetrahydrofuran-3,4-diol